C(#N)C1=C(SC2=C1C(=NC=C2F)C=2C1=C(C=3C=NC(=NC3C2F)N2CC3(CC3)C(C2)NC(C)C)COC1)NC(OC(C)(C)C)=O tert-Butyl (3-cyano-7-fluoro-4-(5-fluoro-3-(7-(isopropylamino)-5-azaspiro[2.4]heptan-5-yl)-7,9-dihydrofuro[3,4-f]quinazolin-6-yl)thieno[3,2-c]pyridin-2-yl)carbamate